ClC1=C(C=CC(=C1)OC1=CC=NC2=CC(=C(C=C12)OC)OC)NC(CC1=CC(=C(C=C1)Cl)C(F)(F)F)=O N-(2-chloro-4-((6,7-dimethoxyquinolin-4-yl)oxy)phenyl)-2-(4-chloro-3-(trifluoromethyl)phenyl)acetamide